C(C)[AsH]CC diethyl-arsine